2,3-di-sec-butylphenol C(C)(CC)C1=C(C=CC=C1C(C)CC)O